BrC=1C=C(C=C2C=CN(C12)CC1(CCN(CC1)C(=O)OC(C)(C)C)F)Cl tert-butyl 4-((7-bromo-5-chloro-1H-indol-1-yl)methyl)-4-fluoropiperidine-1-carboxylate